bis(2-hydroxy-3,5-dichlorophenyl)sulphide OC1=C(C=C(C=C1Cl)Cl)SC1=C(C(=CC(=C1)Cl)Cl)O